6-(((tert-butyldiphenylsilyl)oxy)methyl)-2-(2-(methoxymethyl)cyclohexyl)quinoline [Si](C1=CC=CC=C1)(C1=CC=CC=C1)(C(C)(C)C)OCC=1C=C2C=CC(=NC2=CC1)C1C(CCCC1)COC